6-chloro-N4-[1-[1-(difluoromethyl)pyrazol-3-yl]cyclobutyl]-1,3,5-triazine-2,4-diamine ClC1=NC(=NC(=N1)N)NC1(CCC1)C1=NN(C=C1)C(F)F